cis-5-norbornene [C@@H]12CC[C@@H](C=C1)C2